N-(4-(((S)-1-((2S,4R)-4-hydroxy-2-(((S)-1-(4-(4-methylthiazol-5-yl)phenyl)ethyl)carbamoyl)pyrrolidin-1-yl)-3,3-dimethyl-1-oxobutan-2-yl)amino)-4-oxobutyl)picolinamide O[C@@H]1C[C@H](N(C1)C([C@H](C(C)(C)C)NC(CCCNC(C1=NC=CC=C1)=O)=O)=O)C(N[C@@H](C)C1=CC=C(C=C1)C1=C(N=CS1)C)=O